C1(CC1)C=1C=CC(=C(C#N)C1)OC1CN(C1)C(=O)N1CC2(C1)CC(C2)N2N=C(N=C2)C2CC2 5-cyclopropyl-2-((1-(6-(3-cyclopropyl-1H-1,2,4-triazol-1-yl)-2-azaspiro[3.3]heptane-2-carbonyl)azetidin-3-yl)oxy)benzonitrile